C[Si](C)(C)N1C=CN=C1 N-(Trimethylsilyl)imidazole